N(N)C1=CC(=C2C(=N1)N(C(=N2)CCOC)C)N2CCOCC2 4-(5-hydrazinyl-2-(2-methoxyethyl)-3-methyl-3H-imidazo[4,5-b]pyridin-7-yl)morpholine